C[Si]1(O[Si](O[Si](O1)(CCCN)C)(CCCN)C)CCCN 2,4,6-trimethyl-2,4,6-tri(aminopropyl)-cyclotrisiloxane